tridecyl-fluoro-n-octyl-hexanetriol C(CCCCCCCCCCCC)C(C(C(O)(O)O)(CCCCCCCC)F)CCC